CC1=C(C(=CC(=C1)C)C)S(=O)(=O)[O-].N[N+]1=CC(=CC(=C1)C(=O)OC)Br 1-amino-3-bromo-5-(methoxycarbonyl)pyridin-1-ium 2,4,6-trimethylbenzenesulfonate